[C@H]12COC[C@@H]2C1NC(=O)C=1C=C(C2=C(C(CO2)C2=CC=C(C=C2)F)C1)C(=O)NC N5-((1R,5S,6r)-3-Oxabicyclo[3.1.0]hexan-6-yl)-3-(4-fluorophenyl)-N7-methyl-2,3-dihydrobenzofuran-5,7-dicarboxamide